3-acetyl-4-chloro-2-fluorobenzenesulfonyl chloride C(C)(=O)C=1C(=C(C=CC1Cl)S(=O)(=O)Cl)F